CN1C2=C(OC[C@@H](C1=O)NC(=O)C=1N=NN3C1CC(CC3)C(C(F)(F)F)(F)F)C=CC=C2 N-((S)-5-methyl-4-oxo-2,3,4,5-tetrahydrobenzo[b][1,4]oxazepin-3-yl)-5-(perfluoroethyl)-4,5,6,7-tetrahydro-[1,2,3]triazolo[1,5-a]pyridine-3-carboxamide